N-(3-chloro-5-(methylsulfonamido)phenyl)-5-(3-fluoro-5-methoxypyridin-2-yl)-1-methyl-1H-pyrrole-3-carboxamide ClC=1C=C(C=C(C1)NS(=O)(=O)C)NC(=O)C1=CN(C(=C1)C1=NC=C(C=C1F)OC)C